FC=1C=C(C=CC1F)S(=O)(=O)NCC1=CC=C(C=C1)NC(C)=O N-(4-(((3,4-difluorophenyl)sulfonylamino)methyl)phenyl)acetamide